1-(5-((R)-1-((2S,4R)-4-hydroxy-2-(((S)-1-(4-(4-methylthiazol-5-yl)phenyl)ethyl)carbamoyl)pyrrolidin-1-yl)-3-methyl-1-oxobutan-2-yl)isoxazol-3-yl)piperidine-4-carboxylic acid O[C@@H]1C[C@H](N(C1)C([C@H](C(C)C)C1=CC(=NO1)N1CCC(CC1)C(=O)O)=O)C(N[C@@H](C)C1=CC=C(C=C1)C1=C(N=CS1)C)=O